2,4-difluoro-3-methoxyphenylboronic acid FC1=C(C=CC(=C1OC)F)B(O)O